isopropyl (((4-(4-((3-(3,6-difluoropyridin-2-yl)-1-((1r,4r)-4-ethoxycyclohexyl)-1H-pyrazol-4-yl) carbamoyl) thiazol-2-yl)-1H-pyrazol-1-yl) methoxy) (phenoxy) phosphoryl)-L-alaninate FC=1C(=NC(=CC1)F)C1=NN(C=C1NC(=O)C=1N=C(SC1)C=1C=NN(C1)COP(=O)(OC1=CC=CC=C1)N[C@@H](C)C(=O)OC(C)C)C1CCC(CC1)OCC